7-tert-butoxy-7-oxo-heptanoic acid C(C)(C)(C)OC(CCCCCC(=O)O)=O